9-(phenanthren-2-yl)-1-(pyridin-3-yl)-9H-carbazole C1=C(C=CC=2C3=CC=CC=C3C=CC12)N1C2=CC=CC=C2C=2C=CC=C(C12)C=1C=NC=CC1